C(C)OC(=O)C1(CC1)C1=NC=C(N=C1)Cl.O1N=C(C2=C1C=CC=C2)[C@@H](C)S(=O)(=O)N (1R)-1-(1,2-Benzooxazol-3-yl)ethane-1-sulfonamide ethyl-1-(5-chloropyrazin-2-yl)cyclopropane-1-carboxylate